ClC1=CC(=NC=N1)NC(=O)[C@@H]1[C@H](C1)C1=NC(=CC=C1F)C |r| rac-(1S*,2S*)-N-(6-chloropyrimidin-4-yl)-2-(3-fluoro-6-methylpyridin-2-yl)cyclopropane-1-carboxamide